7-[(8aS)-3,4,6,7,8,8a-hexahydro-1H-pyrrolo[1,2-a]pyrazin-2-yl]-2-(2-methylimidazo[1,2-b]pyridazin-6-yl)pyrido[1,2-a]pyrimidin-4-one C1[C@H]2N(CCN1C=1C=CC=3N(C(C=C(N3)C=3C=CC=4N(N3)C=C(N4)C)=O)C1)CCC2